OC1(CC(C1)N(C(OC(C)(C)C)=O)C)C tert-butyl ((1s,3s)-3-hydroxy-3-methylcyclobutyl)(methyl)carbamate